C(C1=CN=CC=C1)(=O)N1[C@@H](CCC1)C(=O)O nicotinoyl-proline